C(CC)C1OCC=C1 2-PROPYL-2,5-DIHYDROFURAN